FC=1C=C(C=CC1F)[C@H]1[C@@H](CN(C1)CCOC)NC(=O)NC1=C(C(=NN1C1=CC=CC=C1)C1=CN(C(C=C1)=O)C(C)C)C 1-((3S,4R)-4-(3,4-difluorophenyl)-1-(2-methoxyethyl)pyrrolidin-3-yl)-3-(3-(1-isopropyl-6-oxo-1,6-dihydropyridin-3-yl)-4-methyl-1-phenyl-1H-pyrazol-5-yl)urea